(S)-1-cyclopropyl-4,4,4-trifluorobutyl-2-methylpropane-2-sulfinamide C1(CC1)C(CCC(F)(F)F)CC(C)([S@](=O)N)C